2,6-diisopropyl-3-methylphenol, potassium salt [K].C(C)(C)C1=C(C(=CC=C1C)C(C)C)O